(4-(4-methoxyphenyl)-3,4-dihydro-2H-benzo[b][1,4]oxazin-7-yl)(piperidin-1-yl)methanone COC1=CC=C(C=C1)N1C2=C(OCC1)C=C(C=C2)C(=O)N2CCCCC2